NC1=C2N=CN(C2=NC(=N1)Cl)C1CCC(CC1)C(=O)NC=1SC2=C(N1)C=CC(=C2)S(=O)(=O)C 4-(6-amino-2-chloro-9H-purin-9-yl)-N-[6-(methylsulfonyl)-1,3-benzothiazol-2-yl]cyclohexanecarboxamide